3-fluorobenzyl (1-(2-cyanopyrimidin-4-yl)cyclohexyl)carbamate C(#N)C1=NC=CC(=N1)C1(CCCCC1)NC(OCC1=CC(=CC=C1)F)=O